C(C)(C)(C)[Si](OC1CCNC2=C(C1)C=C(C=C2)Cl)(C)C 4-{[tert-butyl-(dimethyl)silyl]Oxy}-7-chloro-1,3,4,5-tetrahydro-2H-1-benzazepine